[Bi+3].OC=1C=C(C(=O)[O-])C=C(C1O)O.OC=1C=C(C(=O)[O-])C=C(C1O)O.OC=1C=C(C(=O)[O-])C=C(C1O)O 3,4,5-trihydroxybenzoic acid bismuth salt